4-(2-methylpiperazin-1-yl)-2-(pyridin-4-yl)-1,7-naphthyridin-4-amine CC1N(CCNC1)C1(CC(=NC2=CN=CC=C12)C1=CC=NC=C1)N